O=C(CCCCCNC(C(=O)N)=O)NC1=CC=CC=C1 N1-(6-oxo-6-(phenylamino)hexyl)oxalamide